3-(6-bromopyrazin-2-yl)-3-azabicyclo[3.1.0]hexane BrC1=CN=CC(=N1)N1CC2CC2C1